FC(C=1C=C2C=NNC2=CC1)(F)F 5-(trifluoromethyl)-1H-indazol